[C@H]1([C@H](O)[C@@H](O)[C@H](O)[C@H](O1)CO)OC=1C(=O)O[C@@H](C1O)[C@@H](O)CO 2-O-α-D-glucosyl-L-ascorbic acid